{9-[(3-methylphenyl)methyl]-5-carbamoyl-2-methylcarbazol-4-yl}oxyacetic acid CC=1C=C(C=CC1)CN1C2=CC=CC(=C2C=2C(=CC(=CC12)C)OCC(=O)O)C(N)=O